1,2-bis(4-nitrophenyl)disulfane [N+](=O)([O-])C1=CC=C(C=C1)SSC1=CC=C(C=C1)[N+](=O)[O-]